COC=1C=C(C=CC1)S(=O)(=O)NC(C(C)C)=O N-((3-methoxyphenyl)sulfonyl)-2-methylpropanamide